5-sec-butyl-3-isobutyl-1-ethyl-4-hydroxy-pyrazole C(C)(CC)C1=C(C(=NN1CC)CC(C)C)O